(S)-3-amino-3-(4,4'-difluoro-2',5,6'-trimethyl-[1,1'-biphenyl]-3-yl)propane Acetate C(C)(=O)O.N[C@@H](CC)C=1C=C(C=C(C1F)C)C1=C(C=C(C=C1C)F)C